1-(4-((1S,3R,4S)-3-cyclohexyl-7-hydroxy-1-methylisochroman-4-yl)phenyl)piperidine-4-carbaldehyde C1(CCCCC1)[C@H]1O[C@H](C2=CC(=CC=C2[C@@H]1C1=CC=C(C=C1)N1CCC(CC1)C=O)O)C